N-isopropyl-2-(6-methoxy-2-(2-methoxyimidazo[2,1-b][1,3,4]thiadiazol-6-yl)pyrazolo[1,5-a]pyridin-4-yloxy)acetamide C(C)(C)NC(COC=1C=2N(C=C(C1)OC)N=C(C2)C=2N=C1SC(=NN1C2)OC)=O